FC=1C=C(C(=O)NC=2N=CNC2C=O)C=C(C1)C(F)(F)F 3-fluoro-N-(5-formyl-1H-imidazol-4-yl)-5-(trifluoromethyl)benzamide